5-chloro-N2-(4-((2R,6S)-2,6-dimethyl-1-(tetrahydro-2H-pyran-4-yl)-1,2,3,6-tetrahydropyridin-4-yl)-2-isopropoxy-5-methyl-phenyl)-N4-(2-(isopropylsulfonyl)phenyl)pyrimidine-2,4-diamine ClC=1C(=NC(=NC1)NC1=C(C=C(C(=C1)C)C=1C[C@H](N([C@H](C1)C)C1CCOCC1)C)OC(C)C)NC1=C(C=CC=C1)S(=O)(=O)C(C)C